bis[2-methyl-4-(3-laurylthiopropionyloxy)-5-tert-butylphenyl] sulfide CC1=C(C=C(C(=C1)OC(CCCCCCCCCCCCCC)=S)C(C)(C)C)SC1=C(C=C(C(=C1)C(C)(C)C)OC(CCCCCCCCCCCCCC)=S)C